[N-](S(=O)(=O)C(F)(F)F)S(=O)(=O)C(F)(F)F.C(C)N1CN(C=C1)C 1-ethyl-3-methylimidazole bistrifluoromethanesulfonimide Salt